NCCNS(=O)(=O)C(C(C(C(F)(F)F)(F)F)(F)F)(F)F N-aminoethyl-perfluoro-butyl-sulfonamide